(1R,4R)-N-[4-(3-cyanophenyl)-5-(2,6-dimethyl-4-pyridinyl)thiazol-2-yl]-2,5-diazabicyclo[2.2.2]Octane-2-carboxamide C(#N)C=1C=C(C=CC1)C=1N=C(SC1C1=CC(=NC(=C1)C)C)NC(=O)N1[C@H]2CN[C@@H](C1)CC2